[1,4]diazepine-7-carboxamide N1C=CN=CC=C1C(=O)N